N-(3,5-dimethoxyphenyl)-4-phenyl-[2,4'-bithiazole]-2'-amine COC=1C=C(C=C(C1)OC)NC=1SC=C(N1)C=1SC=C(N1)C1=CC=CC=C1